2-Benzyl-4-(4-chlorophenyl)-2H-1,2,3-triazole C(C1=CC=CC=C1)N1N=CC(=N1)C1=CC=C(C=C1)Cl